6-[(2S,3S,4R,5S)-5-acetamido-3,4-dihydroxy-2-(hydroxymethyl)-1-piperidinyl]-6-oxo-hexanoic acid benzyl ester C(C1=CC=CC=C1)OC(CCCCC(=O)N1[C@H]([C@@H]([C@@H]([C@H](C1)NC(C)=O)O)O)CO)=O